ClC1=C(C=C2C(=NC(N3C2=C1SC[C@H](C3)N3C=CC=1C3=NC=CC1)=O)O)C(F)(F)F (S)-11-chloro-8-hydroxy-3-(1H-pyrrolo[2,3-b]pyridin-1-yl)-10-(trifluoromethyl)-3,4-dihydro-[1,4]thiazepino[2,3,4-ij]quinazolin-6(2H)-one